diethyl 2-[[1-(trifluoromethyl)cyclopropyl]methyl]propanedioate FC(C1(CC1)CC(C(=O)OCC)C(=O)OCC)(F)F